(Z)-3,7-dimethyl-4-(3-methylbut-2-enyl)octa-2,6-dienal C/C(=C/C=O)/C(CC=C(C)C)CC=C(C)C